NN1C(OC(=N1)C1=C(C=CC=C1)OC1CCC(CC1)(F)F)=O 3-amino-5-(((4,4-difluorocyclohexyl)oxy)phenyl)-1,3,4-oxadiazol-2(3H)-one